C1(CCC1)NC1=CC(=NC(=N1)C(C)(F)F)N1CC2(C=3C=NC(=CC31)NC(C)=O)CC2 N-(1'-(6-(cyclobutylamino)-2-(1,1-difluoroethyl)pyrimidin-4-yl)-1',2'-dihydrospiro[cyclopropane-1,3'-pyrrolo[3,2-c]pyridin]-6'-yl)acetamide